3-(2,6-Difluoro-3,5-dimethoxyphenyl)-1-methyl-9-(1-methylpiperidin-4-yl)-1,3,4,7-tetrahydro-2H-pyrazolo[4',3':5,6]pyrido[4,3-d]pyrimidin-2-one FC1=C(C(=C(C=C1OC)OC)F)N1C(N(C2=C(C1)C=NC1=C2C(=NN1)C1CCN(CC1)C)C)=O